(3R,7R)-9-((R*)-1-(2-chloropyridin-4-yl)ethyl)-2-(3,4-dichlorobenzoyl)-3,7-dimethyl-1,2,3,4,8,9-hexahydropyrido[4',3':3,4]pyrazolo[1,5-a]pyrazin-10(7H)-one ClC1=NC=CC(=C1)[C@@H](C)N1C(C=2N([C@@H](C1)C)N=C1C2CN([C@@H](C1)C)C(C1=CC(=C(C=C1)Cl)Cl)=O)=O |o1:7|